2,2,2-Trifluoroethyl 2-oxo-2-[rac-(2R,6S)-2-phenyl-6-(trifluoromethyl)-1-piperidyl]acetate O=C(C(=O)OCC(F)(F)F)N1[C@H](CCC[C@H]1C(F)(F)F)C1=CC=CC=C1 |r|